4-butoxy-N-(3-(4-chlorophenyl)propyl)benzenesulfonamide C(CCC)OC1=CC=C(C=C1)S(=O)(=O)NCCCC1=CC=C(C=C1)Cl